FC1=C2CC(CC2=C(C=C1NC([C@@H](C)N(C)C)=O)F)(O)C=O (2R)-N-(4,7-difluoro-2-formyl-2-hydroxy-indan-5-yl)-2-(dimethylamino)propanamide